5-(2-(5-methyl-2-(2-(methylamino)benzo[d]thiazol-5-yl)piperidin-1-yl)-2-oxoacetamido)nicotinamide CC1CCC(N(C1)C(C(=O)NC=1C=NC=C(C(=O)N)C1)=O)C=1C=CC2=C(N=C(S2)NC)C1